(R)-3-(4-(1-((6-(3-((3-ethoxypyridin-2-yl)oxy)piperidin-1-yl)pyrazin-2-yl)amino)-2-methyl-1-oxopropan-2-yl)phenyl)-2,2-dimethylpropanoic acid C(C)OC=1C(=NC=CC1)O[C@H]1CN(CCC1)C1=CN=CC(=N1)NC(C(C)(C)C1=CC=C(C=C1)CC(C(=O)O)(C)C)=O